tertbutyl 4-(8-methyl-2-methylsulfonyl-7-oxo-pyrido[2,3-d]pyrimidin-6-yl)-2,3-dihydroquinoxaline-1-carboxylate CN1C(C(=CC2=C1N=C(N=C2)S(=O)(=O)C)N2CCN(C1=CC=CC=C21)C(=O)OC(C)(C)C)=O